5-amino-1-[5-(trimethoxysilyl)pentyl]-1H-tetrazole NC1=NN=NN1CCCCC[Si](OC)(OC)OC